6-bromo-1-(2-decyl-tetradecyl)-5,7-difluoroindoline-2,3-dione BrC1=C(C=C2C(C(N(C2=C1F)CC(CCCCCCCCCCCC)CCCCCCCCCC)=O)=O)F